silicon germanium tellurium [Te].[Ge].[Si]